OC1=C(C=C(C=C1)CC)O 1,2-dihydroxy-4-ethylbenzene